3-tert-butoxycarbonylaminopropionic acid C(C)(C)(C)OC(=O)NCCC(=O)O